1,22-dichloro-11-docosene ClCCCCCCCCCCC=CCCCCCCCCCCCl